(1r,4r)-4-((4-hydroxy-4-methylcyclohexyl)methoxy)-3-nitrobenzenesulfonamide OC1(CCC(CC1)COC1=C(C=C(C=C1)S(=O)(=O)N)[N+](=O)[O-])C